ClC=1C=C(C2=C(C(=CC=C2C1)F)CC)O 3-chloro-8-ethyl-7-fluoro-naphthalen-1-ol